[N+](=O)([O-])C1=C(CO[SiH](CC2=CC=C(C=C2)C)OCC2=C(C=CC=C2)[N+](=O)[O-])C=CC=C1 di(o-nitrobenzyloxy)-p-methylphenylmethylsilane